[N+](=O)([O-])C1=C(C=CC(=C1)[N+](=O)[O-])Cl 2,4-dinitro-1-chlorobenzene